NC1=C(C=2C(=NC=C(C2S1)F)C=1C2=C(C=3C=NC(=NC3C1F)N1C[C@@H](CC1)N1CC(CCC1)F)COC2)C#N 2-Amino-7-fluoro-4-(5-fluoro-3-((3R)-3-(3-fluoropiperidin-1-yl)pyrrolidin-1-yl)-7,9-dihydrofuro[3,4-f]quinazolin-6-yl)thieno[3,2-c]pyridine-3-carbonitrile